1-(2-chloro-5-(9-(piperazin-1-ylmethyl)-3-azaspiro[5.5]undec-3-carbonyl)phenyl)dihydropyrimidine-2,4(1H,3H)-dione ClC1=C(C=C(C=C1)C(=O)N1CCC2(CC1)CCC(CC2)CN2CCNCC2)N2C(NC(CC2)=O)=O